5-Ethyl-6-fluoro-4-(8-fluoro-2-(((2R,7aS)-2-fluorotetrahydro-1H-pyrrolizin-7a(5H)-yl)methoxy)-4-(2-(hydroxymethyl)thiomorpholino)pyrido[4,3-d]pyrimidin-7-yl)naphthalen-2-ol C(C)C1=C2C(=CC(=CC2=CC=C1F)O)C1=C(C=2N=C(N=C(C2C=N1)N1CC(SCC1)CO)OC[C@]12CCCN2C[C@@H](C1)F)F